C(C)(C)(C)O[C@H]1[C@@H](C[C@H]2N(CCC3=CC(=C(C=C23)OC)OC[C@@H]2OCC2)C1)O (2R,3R,11bR)-3-(tert-butoxy)-10-methoxy-9-(((R)-oxetan-2-yl)methoxy)-1,3,4,6,7,11b-hexahydro-2H-pyrido[2,1-a]isoquinolin-2-ol